COC1=CC=C(C=C1)CN1C2=C(N(C[C@@H]1[C@H](C1=CC=CC=C1)OCC(=C)C1=CC(=CC=C1)C=1C=NOC1)C(=O)OC(C)(C)C)C=CC=N2 tert-butyl (3R)-4-[(4-methoxyphenyl)methyl]-3-[(S)-({2-[3-(1,2-oxazol-4-yl)phenyl]prop-2-en-1-yl}oxy)(phenyl)methyl]-2H,3H-pyrido[2,3-b]pyrazine-1-carboxylate